NC=1C=2N(C=CN1)C(=NC2C2=C(C=C(C(=O)NC1=NC=CC(=C1)C(F)(F)F)C=C2)OCC)[C@H]2CN1[C@@H](CO2)CN2[C@@H](C1=O)CCC2 4-{8-amino-3-[(3R-6aR,11aR)-6-oxooctahydro-1H,6H-pyrrolo[1',2':4,5]pyrazino[2,1-c][1,4]oxazin-3-yl]imidazo[1,5-a]pyrazin-1-yl}-3-ethoxy-N-[4-(trifluoromethyl)pyridin-2-yl]benzamide